COC=1C=C(C=CC1C=1N=C(SC1)NC=1C=NN(C1)CCOC)N1C(NCC1)=O 1-(3-methoxy-4-(2-((1-(2-methoxyethyl)-1H-pyrazol-4-yl)amino)thiazol-4-yl)phenyl)imidazolidin-2-one